C1=CC=CC=2SC3=CC=CC(=C3NC12)C1=CC=C(C=C1)B(O)O 4-(9-phenothiazinyl)phenylboronic acid